FC(C1=NN=C(S1)C1=NC=C2N1C=C(C=C2C=2CCN(CC2)C(=O)OC(C)(C)C)S(NC2(CC2)C)(=O)=O)F tertbutyl 4-(3-(5-(difluoromethyl)-1,3,4-thiadiazol-2-yl)-6-(N-(1-methylcyclopropyl)sulfamoyl)imidazo[1,5-a]pyridin-8-yl)-3,6-dihydropyridine-1(2H)-carboxylate